FC1(CCOCC1)CC1=CC=C(C=C1)C=1C=C(C(NC1C(F)(F)F)=O)C(=O)N 5-(4-((4-fluorotetrahydro-2H-pyran-4-yl)methyl)phenyl)-2-oxo-6-(trifluoromethyl)-1,2-dihydropyridine-3-carboxamide